C1NCC12CCN(CC2)C2=CC1=C(N(C(N1C)=O)C1C(NC(CC1)=O)=O)C=C2 3-(5-{2,7-diazaspiro[3.5]non-7-yl}-3-methyl-2-oxo-1,3-benzodiazol-1-yl)piperidine-2,6-dione